1-{5-[4-(6,7-difluoro-3-quinolylamino)-2-pyrimidinylamino]-6-methoxy-2-pyridyl}-4-methyl-4-piperidinol FC=1C=C2C=C(C=NC2=CC1F)NC1=NC(=NC=C1)NC=1C=CC(=NC1OC)N1CCC(CC1)(O)C